COCC#CC1=CNC(C2=C1N=CN=C2)=O 8-(3-methoxyprop-1-yn-1-yl)pyrido[4,3-d]pyrimidin-5(6H)-one